The molecule is a polyunsaturated fatty acid anion that is the conjugate base of (18Z,21Z,24Z,27Z,30Z)-hexatriacontapentaenoic acid, obtained by deprotonation of the carboxy group; major species at pH 7.3. It is a conjugate base of a (18Z,21Z,24Z,27Z,30Z)-hexatriacontapentaenoic acid. CCCCC/C=C\\C/C=C\\C/C=C\\C/C=C\\C/C=C\\CCCCCCCCCCCCCCCCC(=O)[O-]